C1(=CC=CC=C1)C1=NC(=CC(=N1)C=1C=C(C=C(C1)N1C2=CC=C(C=C2C=2C=C(C=CC12)C=1C=NC=CC1)C=1C=NC=CC1)N1C2=CC=C(C=C2C=2C=C(C=CC12)C=1C=NC=CC1)C=1C=NC=CC1)C1=CC=CC=C1 9,9'-(5-(2,6-diphenylpyrimidin-4-yl)-1,3-phenylene)bis(3,6-di(pyridin-3-yl)-9H-carbazole)